5-fluoropyrimidine-2-amine FC=1C=NC(=NC1)N